NC1=C(C(N(C=2N=C(N=CC21)NC=2N=NC(=CC2)OC)C)=O)C2=C(C=CC=C2Cl)Cl 5-amino-6-(2,6-dichlorophenyl)-2-((6-methoxypyridazin-3-yl)amino)-8-methylpyrido[2,3-d]pyrimidin-7(8H)-one